NCC=1C=C(C=CC1)C=1C=C(C2=C(C(=CO2)COC2=C(C=CC(=C2)OC)CC(=O)OCC)C1)NCC1CC1 ethyl 2-(2-((5-(3-(aminomethyl)phenyl)-7-((cyclopropylmethyl)amino)benzofuran-3-yl)methoxy)-4-methoxyphenyl)acetate